C(C)(=O)N1C(C(C2=CC(=CC=C12)N)=CNC1CCC(CC1)CN1CCCCC1)=O 1-acetyl-5-amino-3-(((4-(piperidinylmethyl)cyclohexyl)amino)methylidene)indol-2-one